gamma-(2-aminoethyl)amino-propyl-trimethoxysilane NCCNCCC[Si](OC)(OC)OC